CP(C1=C(C=CC=C1)C)(C1=CC=CC=C1)=O methyl-(phenyl)(o-tolyl)phosphine oxide